ClC1=C(C=CC(=C1)F)[C@@H](C)NC(=O)[C@]1(C=2C=CC=NC2[C@@](CC1)(CO)O)F (5S,8S)-N-((R)-1-(2-chloro-4-fluorophenyl)ethyl)-5-fluoro-8-hydroxy-8-(hydroxymethyl)-5,6,7,8-Tetrahydroquinoline-5-carboxamide